C(C=C)(=O)O[GeH3] acryloyloxygermane